C(C)C=1C=NC(=NC1)N1CCC(CC1)CCCOC1=CC(=C(C(=C1)F)C=1OC(=NN1)C(C)C)F 2-(4-(3-(1-(5-ethylpyrimidin-2-yl)piperidin-4-yl)propoxy)-2,6-difluorophenyl)-5-isopropyl-1,3,4-oxadiazole